methyl 3-amino-2-hydroxybenzoate NC=1C(=C(C(=O)OC)C=CC1)O